N-(5-ethyl-1H-pyrazol-3-yl)-6-methoxy-2-(4-methoxypiperidin-1-yl)-7-(3-(pyrrolidin-1-yl)propoxy)quinazolin-4-amine C(C)C1=CC(=NN1)NC1=NC(=NC2=CC(=C(C=C12)OC)OCCCN1CCCC1)N1CCC(CC1)OC